7-fluoro-2-methyl-5-{2H-pyrazolo[4,3-d][1,3]thiazol-5-yl}indazole FC1=CC(=CC2=CN(N=C12)C)C=1SC=2C(N1)=CNN2